C(C)OC(C(CCC(=O)C1=C(C=C(C=C1)F)Br)(F)F)=O 5-(2-bromo-4-fluorophenyl)-2,2-difluoro-5-oxopentanoic acid ethyl ester